2-amino-3-(3-(aminomethyl)phenyl)propanoic acid NC(C(=O)O)CC1=CC(=CC=C1)CN